vinyl-4-methylbenzimidazole C(=C)C=1NC2=C(N1)C=CC=C2C